N1=C(C=CC=C1)CN1C(C(=C(C1=O)C1=CC=C(C=C1)C(F)(F)F)C#CC1=CC=C(C=C1)C)=O 1-(pyridin-2-ylmethyl)-3-((4-methylphenyl)ethynyl)-4-(4-(trifluoromethyl)phenyl)-1H-pyrrole-2,5-dione